COC(C(=O)N1C(CCC(C1)C)C=1C=C2C3(C(NC2=C(C1)Cl)=O)CC3)=O 2-(2-(7'-Chloro-2'-oxospiro[cyclopropane-1,3'-indoline]-5'-yl)-5-methylpiperidin-1-yl)-2-oxoacetic acid methyl ester